1,2-bis(di-t-pentylphosphomethyl)benzene C(C)(C)(CC)C(C1=C(C=CC=C1)C(P(=O)=O)(C(C)(C)CC)C(C)(C)CC)(P(=O)=O)C(C)(C)CC